CC1=C(C=C(C=C1)C=1NC(C=2N(C1)N=C(C2)C(=O)OCC)=O)C(F)(F)F ethyl 6-[4-methyl-3-(trifluoromethyl)phenyl]-4-oxo-4,5-dihydropyrazolo[1,5-a]pyrazine-2-carboxylate